(S)-6-((benzo[d]thiazol-7-yl(1-(1-(difluoromethyl)cyclopropyl)-1H-1,2,3-triazol-4-yl)methyl)amino)-4-(neopentylamino)quinoline-3,8-dicarbonitrile S1C=NC2=C1C(=CC=C2)[C@@H](C=2N=NN(C2)C2(CC2)C(F)F)NC=2C=C1C(=C(C=NC1=C(C2)C#N)C#N)NCC(C)(C)C